tert-butyl N-[rac-(1R)-2-(4-chloro-6-fluoro-3,4-dihydropyridin-5-yl)-1-methyl-ethyl]carbamate ClC1CC=NC(=C1C[C@@H](C)NC(OC(C)(C)C)=O)F |r|